O1C(C2=C3C(OCCOB13)=CC=C2)CNC(OC(C)(C)C)=O tert-butyl ((7,8-dihydro-2H-1,6,9-trioxa-9a-borabenzo[cd]azulen-2-yl)methyl)carbamate